ClCC[SiH2]C[Si](Cl)(Cl)Cl chloroethyl-[(trichlorosilyl)methyl]silane